C(CC(C)C)[Al](CCC(C)C)CCC(C)C triisopentylaluminum